N1(C=NC2=C1C=CC=C2)C2=NC(=CC(=N2)N=S(=O)(C2COC2)C)N2[C@@H](COCC2)C ((2-(1H-benzo[d]-imidazol-1-yl)-6-((R)-3-methylmorpholino)-pyrimidin-4-yl)imino)-(methyl)(oxetan-3-yl)-λ6-sulfanone